7-chloro-2-((4-chlorobenzyl)sulfinyl)benzo[d]oxazole ClC1=CC=CC=2N=C(OC21)S(=O)CC2=CC=C(C=C2)Cl